3-butyl-1-methylimidazolium C(CCC)[N+]1=CN(C=C1)C